BrC1=CN=C2[C@@H]([C@H]([C@@H](NC2=C1)C(C)C)C)NC([O-])=O |r| ((2SR,3SR,4RS)-7-bromo-2-isopropyl-3-methyl-1,2,3,4-tetrahydro-1,5-naphthyridin-4-yl)carbamate